C(CCOCCOCCOCCOC)(=O)[O-] 4,7,10,13-tetraoxatetradecanoate